2-[2-[2-[2-[2,3-bis[8-(1-octylnonoxy)-8-oxo-octoxy] propoxy] ethoxy]ethoxy] ethoxy]ethyl 1-methylpiperidine-3-carboxylate CN1CC(CCC1)C(=O)OCCOCCOCCOCCOCC(COCCCCCCCC(OC(CCCCCCCC)CCCCCCCC)=O)OCCCCCCCC(=O)OC(CCCCCCCC)CCCCCCCC